FC(COC(=O)NS(OC[C@H]1O[C@H]([C@@H]([C@@H]1O)O)N1C2=NC=NC(=C2N=C1)NC1=CC(=CC=C1)C#C)(=O)=O)(F)F ((2R,3S,4R,5R)-5-(6-((3-ethynylphenyl)amino)-9H-purin-9-yl)-3,4-dihydroxytetrahydrofuran-2-yl)methyl ((2,2,2-trifluoroethoxy)carbonyl)sulfamate